C(=O)(Cl)N1C(CN(CC1)C(=O)OC(C)(C)C)(C)C tert-butyl 4-carbonochloridoyl-3,3-dimethylpiperazine-1-carboxylate